C(C)OC(=O)C=1C=CC=2N(C1)C=CN2 imidazo[1,2-a]pyridine-6-carboxylic acid ethyl ester